(1S,2S,4R)-4-(1-(tert-butyl)-5-(1-methyl-3-((trifluoromethoxy)methyl)-1H-pyrazole-5-carboxamido)-1H-pyrazol-3-yl)-2-fluorocyclopentyl bicyclo[1.1.1]pentan-1-ylcarbamate C12(CC(C1)C2)NC(O[C@@H]2[C@H](C[C@@H](C2)C2=NN(C(=C2)NC(=O)C2=CC(=NN2C)COC(F)(F)F)C(C)(C)C)F)=O